BrCC=1N=CC(=NC1)C(=O)OC methyl 5-(bromomethyl)pyrazine-2-carboxylate